CN1C2(C=3NC4=CC=CC=C4C3CC1)C=NC1=CC=CC=C12 methyl-2',3',4',9'-tetrahydrospiro[indole-3,1'-pyrido[3,4-b]indole]